C(C1=CC=CC=C1)N1N=C(C(N(C1=O)CC1OC1)=O)C1=CC=CC=C1 2-benzyl-4-(oxiran-2-ylmethyl)-6-phenyl-1,2,4-triazine-3,5(2H,4H)-dione